C(C)(C)(C)[C@@H]1N(CCC(C1)C(C)NS(=O)(=O)C1=C(C=C(C(=C1)C)NC(C1=C(C=CC=C1)C)=O)C)C(=O)O[C@@H]([C@H](N)C(=O)O)C threonine tert-butyl-(R)-4-(1-((2,5-dimethyl-4-(2-methylbenzamido)phenyl)sulfonamido)ethyl)piperidine-1-carboxylate